NC1=C(C=CC=C1)C1=CC=C(N)C=C1 4-(2-aminophenyl)aniline